N1=CC=C(C=C1)C=CC(=O)O 3-(4-pyridinyl)acrylic acid